ClC=1C=CC2=C(N=C(O2)C23CC(C2)(C3)NC(=O)C=3OC(=CC3)CCS(=O)(=O)C)C1 N-[3-(5-chloro-1,3-benzoxazol-2-yl)-1-bicyclo[1.1.1]pentanyl]-5-[(methylsulfonylmethyl)methyl]furan-2-carboxamide